2-ACETAMIDO-5-NITROANISOLE C(C)(=O)NC1=C(C=C(C=C1)[N+](=O)[O-])OC